C(=O)\C(=C/C(=O)O)\C beta-formylcrotonic acid